C1=CC=CC=2C3=CC=CC=C3C(=CC12)C1=CC=C(C=C1)C1=NC=C(C=C1)C1=CC(=CC(=C1)C1=CC2=CC=CC=C2C=C1)C1=CC2=CC=CC=C2C=C1 2-{4-(Phenanthrene-9-yl)phenyl}-5-{3,5-bis(naphthalen-2-yl)phenyl}pyridine